Cl.CC=1C=C(NC2C(NC(CC2)=O)=O)C=CC1C1CCNCC1 3-[3-methyl-4-(4-piperidinyl)anilino]piperidine-2,6-dione HCl salt